5-bromo-2-oxo-6-phenyl-1,2-dihydropyridine-3-carboxylic acid BrC=1C=C(C(NC1C1=CC=CC=C1)=O)C(=O)O